(S)-N-(8,9-Difluoro-6-oxo-1,4,5,6-tetrahydro-2H-pyrano[3,4-c]isoquinolin-1-yl)-1-(difluoromethyl)-N,3-dimethyl-1H-indazole-5-carboxamide FC=1C(=CC=2C3=C(NC(C2C1)=O)COC[C@H]3N(C(=O)C=3C=C1C(=NN(C1=CC3)C(F)F)C)C)F